N-butyl-2-[(2R,3S,4R)-3,4,5-trihydroxytetrahydrofuran-2-yl]-acetamide C(CCC)NC(C[C@H]1OC([C@@H]([C@@H]1O)O)O)=O